S-(2-aminoethyl)-L-cysteine NCCSC[C@H](N)C(=O)O